C(C)(C)(C)OC(=O)N1CC(=C(CC1)C1=CC=C(C=C1)OC)CO 3-(hydroxymethyl)-4-(4-methoxyphenyl)-5,6-dihydropyridine-1(2H)-carboxylic acid tert-butyl ester